ClC1=CC2=C(C=N1)C1(CN2C2=NC(=C(C=C2)F)C(C)(F)F)CC1 6'-chloro-1'-(6-(1,1-difluoroethyl)-5-fluoropyridin-2-yl)-1',2'-dihydrospiro[cyclopropane-1,3'-pyrrolo[3,2-c]pyridine]